CC1=CC=C(C=C1)[C@@H](C)NC(=O)C1=CN=CS1 N-[(1R)-1-(4-methylphenyl)ethyl]-1,3-thiazole-5-carboxamide